FC=1C=C(C=CC1)SCC ethyl (3-fluorophenyl) sulfide